3-(2-(1-azaspiro[3.3]heptan-1-yl)ethyl)-5-fluoro-1H-pyrrolo[2,3-b]pyridine N1(CCC12CCC2)CCC2=CNC1=NC=C(C=C12)F